C[C@H]1N(CCNC1)C(=O)OC=1C=C2C(=NC=NC2=CC1OC)NC1=C(C(=C(C=C1)Cl)Cl)F 4-((3,4-dichloro-2-fluorophenyl) amino)-7-methoxyquinazolin-6-yl (R)-2-methylpiperazine-1-carboxylate